3-(methylthio)hexan-1-ol CSC(CCO)CCC